NCCCN1C(=O)N(C(=O)C1(C)C)CCCN 1,3-bis(γ-aminopropyl)-5,5-dimethylhydantoin